CN1C(=CC(C2=CC=C(C=C12)NC=1SC(=CN1)C(C)=O)=O)C(F)(F)F 2-((1-methyl-4-oxo-2-(trifluoromethyl)-1,4-dihydroquinolin-7-yl)amino)-5-acetyl-1,3-thiazole